FC(\C=N\[S@@](=O)C(C)(C)C)F (S,E)-N-(2,2-difluoroethylidene)-2-methylpropane-2-sulfinamide